para-Quaterphenyl C1(=CC=CC=C1)C1=CC=C(C=C1)C1=CC=C(C=C1)C1=CC=CC=C1